(R)-3-((S)-4-ethyl-8-fluoro-4-hydroxy-3,6,14-tricarbonyl-4,6,12,14-tetrahydro-1H-pyrano[3',4':6,7]indolizino[2,1-b]quinolin-11(3H)-yl)pyrrolidine-1-carboxylic acid tert-butyl ester C(C)(C)(C)OC(=O)N1C[C@@H](CC1)N1C2=C(C(C3=CC(=CC=C13)F)=C=O)C1=CC3=C(C(N1C2)=C=O)COC([C@]3(O)CC)=C=O